S(CCC(C(=O)[O-])CC1=CC(=C(C(=C1)C(C)(C)C)O)C(C)(C)C)CCC(C(=O)[O-])CC1=CC(=C(C(=C1)C(C)(C)C)O)C(C)(C)C thiodiethylene-bis[3-(3,5-di-tert-butyl-4-hydroxyphenyl)propionate]